C(=O)COC1OCOC1OCC=O 4,5-diformylmethoxy-1,3-dioxolane